2-((3-chlorophenyl)((4,4-difluorocyclohexyl)oxy)methyl)-1H-imidazole-4-sulfonyl chloride ClC=1C=C(C=CC1)C(C=1NC=C(N1)S(=O)(=O)Cl)OC1CCC(CC1)(F)F